Cl.N[C@H](C(=O)OCC(C)(C)C)C neopentyl (S)-2-aminopropionate hydrochloride